1-(4-(1-(2,6-difluorobenzyl)-5-((dimethylamino)methyl)-3-(6-methoxypyridazin-3-yl)-2,4-dioxo-1,2,3,4-tetrahydrothieno[2,3-d]pyrimidin-6-yl)phenyl)-3-methoxyurea FC1=C(CN2C(N(C(C3=C2SC(=C3CN(C)C)C3=CC=C(C=C3)NC(=O)NOC)=O)C=3N=NC(=CC3)OC)=O)C(=CC=C1)F